P(O)(O)(O)=O.[Na] sodium monohydrogen orthophosphoric acid